N-(4'-((2-(1,1-difluoroethyl)-6-ethylpyrimidin-4-yl)amino)-5-(methoxymethyl)-[2,3'-bipyridyl]-6'-yl)acetamide FC(C)(F)C1=NC(=CC(=N1)NC1=C(C=NC(=C1)NC(C)=O)C1=NC=C(C=C1)COC)CC